FC(C1=C(COC2=C(C=C(C=C2)/C=C(/C(=O)NC=2SC(=NN2)C(F)(F)F)\C#N)OC)C=CC(=C1)C(F)(F)F)(F)F 2E-3-(4-{[2,4-bis(trifluoromethyl)benzyl]oxy}-3-methoxyphenyl)-2-cyano-N-[5-(trifluoromethyl)-1,3,4-thiadiazol-2-yl]acrylamide